C(N)(=O)[C@H]1N2C(N([C@H](C=C1C)C2)O[C@@H](C(=O)[O-])F)=O (2R)-2-[[(2S,5R)-2-carbamoyl-3-methyl-7-oxo-1,6-diazabicyclo[3.2.1]oct-3-en-6-yl] oxy]-2-fluoroacetate